FC(CN1N=CC2=CC=C(C(=C12)OC)NC1=CC(=NC=C1C(=O)NC([2H])([2H])[2H])NC1=NC=C(C=C1)N1CCOCC1)(C)F 4-((1-(2,2-Difluoropropyl)-7-methoxy-1H-indazol-6-yl)amino)-N-(methyl-d3)-6-((5-morpholinopyridin-2-yl)amino)nicotinamide